4-ethenyl-N,N-dimethylbenzeneethanaminium hydroxide [OH-].C(=C)C1=CC=C(C=C1)CC[NH+](C)C